C(C)(C)(C)OC(=O)N1CC2=CC=C(C=C2C1)CN1CCOCC1 5-(morpholinomethyl)isoindoline-2-carboxylic acid tert-butyl ester